3,4,5,6-tetrabromo-cresol BrC1=C(C(=C(C(=C1Br)Br)Br)O)C